(2S)-3-(3-aminophenyl)-2-[(3R)-1-tert-butoxycarbonylpyrrolidin-3-yl]propionic acid NC=1C=C(C=CC1)C[C@H](C(=O)O)[C@@H]1CN(CC1)C(=O)OC(C)(C)C